N-[6-(6-Chloro-1,2,3,4-tetrahydro-acridin-9-ylamino)-hexyl]-2-(1,3-dioxo-1,3-dihydro-isoindol-2-yl)-acetamide ClC=1C=C2N=C3CCCCC3=C(C2=CC1)NCCCCCCNC(CN1C(C2=CC=CC=C2C1=O)=O)=O